ClC1=CC=C(C=C1)C=1N=C2N(C=CC=C2)C1CN1CC2N(C(C1)C2)C(=O)C2OCCC2 (3-{[2-(4-Chlorophenyl)imidazo[1,2-a]pyridin-3-yl]methyl}-3,6-diazabicyclo[3.1.1]hept-6-yl)(tetrahydrofuran-2-yl)methanone